NC1=C(C(=O)O)C=C(C=C1)N1C=NC=C1 2-amino-5-(1H-imidazol-1-yl)benzoic Acid